N-[2-[2-[2-[2-[2-[2-[2-(7-methylsulfonyl-2-oxo-4H-pyrimido[4,5-d][1,3]oxazin-1-yl)ethoxy]ethoxy]ethoxy]ethoxy]ethoxy]ethoxy]ethyl]-4-nitro-benzenesulfonamide CS(=O)(=O)C=1N=CC2=C(N(C(OC2)=O)CCOCCOCCOCCOCCOCCOCCNS(=O)(=O)C2=CC=C(C=C2)[N+](=O)[O-])N1